C(C(=C)C)(=O)N[C@@H](CCC(=O)O)C(=O)O N-methacryloyl-(L)-glutamic acid